1-(6-chloro-7-((2-(trimethylsilyl)ethoxy)methyl)-7H-pyrrolo[2,3-d]pyrimidin-4-yl)-3-methylazetidin-3-amine ClC1=CC2=C(N=CN=C2N2CC(C2)(N)C)N1COCC[Si](C)(C)C